ethyl (2S)-2-amino-3-(4-(2-amino-6-(2,2,2-trifluoro-1-(3'-fluoro-[1,1'-biphenyl]-4-yl) ethoxy)pyrimidin-4-yl)phenyl)propanoate N[C@H](C(=O)OCC)CC1=CC=C(C=C1)C1=NC(=NC(=C1)OC(C(F)(F)F)C1=CC=C(C=C1)C1=CC(=CC=C1)F)N